C(CC(O)(C(=O)[O-])CC(=O)[O-])(=O)[O-].C(CC(O)(C(=O)O)CC(=O)O)(=O)O.[Na+].[Na+].[Na+] trisodium citrate (citrate)